diiodo[2,6-bis[4-(R)-isopropyl-2-oxazolyl]-4-trifluoromethylpyridine] cobalt [Co].IC=1C(=C(C(=NC1C=1OC=C(N1)C(C)C)C=1OC=C(N1)C(C)C)I)C(F)(F)F